2-(phenoxyethyl)benzotriazole O(C1=CC=CC=C1)CCN1N=C2C(=N1)C=CC=C2